FC1=NC=CC(=C1)C1=CC=C2C(=N1)SC(=N2)O[C@@H](C)C2CCN(CC2)C2=NC=C(C=N2)CCC (S)-5-(2-fluoropyridin-4-yl)-2-(1-(1-(5-propylpyrimidin-2-yl)piperidin-4-yl)ethoxy)thiazolo[5,4-b]pyridine